C=1(C(=CC(=CC1)C(=O)OCCCCCC)C(=O)OCCCCCC)C(=O)OCCCCCC 1,2,4-benzenetricarboxylic acid, trihexyl ester